(2S,5R)-5-(2-chlorophenyl)-1-(4-(4-(p-tolyl)-1H-1,2,3-triazol-1-yl)benzoyl)pyrrolidine-2-carboxylic acid ClC1=C(C=CC=C1)[C@H]1CC[C@H](N1C(C1=CC=C(C=C1)N1N=NC(=C1)C1=CC=C(C=C1)C)=O)C(=O)O